2-butoxy-N,N-bis(4-methoxybenzyl)imidazo[2,1-f][1,2,4]triazin-4-amine C(CCC)OC1=NN2C(C(=N1)N(CC1=CC=C(C=C1)OC)CC1=CC=C(C=C1)OC)=NC=C2